ClC1=C(CN(C(=O)[C@@H]2O[C@@H]([C@@H]([C@@H]([C@H]2O)N2N=NC(=C2)C2=CC(=C(C(=C2)F)F)F)O)CO)[C@@H]2[C@H](CCCC2)O)C=CC=C1 (2R,3R,4S,5R,6R)-N-(2-chlorobenzyl)-3,5-dihydroxy-N-((1S,2S)-2-hydroxycyclohexyl)-6-(hydroxymethyl)-4-(4-(3,4,5-trifluorophenyl)-1H-1,2,3-triazol-1-yl)tetrahydro-2H-pyran-2-carboxamide